Methyl ((S)-1-((2S,4R)-2-(((S)-1-(cyclopropylamino)-6,6-difluoro-1,2-dioxoheptan-3-yl)carbamoyl)-4-(trifluoromethyl)piperidin-1-yl)-3,3-dimethyl-1-oxobutan-2-yl)carbamate C1(CC1)NC(C([C@H](CCC(C)(F)F)NC(=O)[C@H]1N(CC[C@H](C1)C(F)(F)F)C([C@H](C(C)(C)C)NC(OC)=O)=O)=O)=O